N-((2S,3R,4S)-2-[(2,2'-difluoro-3'-methyl-[1,1'-biphenyl]-3-yl)methyl]-4-fluoro-1-[(2R)-oxolane-2-carbonyl]pyrrolidin-3-yl)ethanesulfonamide FC1=C(C=CC=C1C[C@@H]1N(C[C@@H]([C@@H]1NS(=O)(=O)CC)F)C(=O)[C@@H]1OCCC1)C1=C(C(=CC=C1)C)F